dipropyl 2,3-dimethylmaleate C/C(/C(=O)OCCC)=C(/C(=O)OCCC)\C